(E)-3-(1,3-Benzodioxol-5-yl)-1-(2,4-dihydroxy-6-methoxyphenyl)prop-2-en-1-one O1COC2=C1C=CC(=C2)/C=C/C(=O)C2=C(C=C(C=C2OC)O)O